C(C)(C)(C)OC(=O)N(CCO)CC1=CN=C(S1)C(=O)[O-].[Li+] Lithium 5-(((tert-butoxycarbonyl)(2-hydroxyethyl)amino)methyl)thiazole-2-carboxylate